CN1CCN(CC1)C=1N(CCN1)CCC 1-(2-(4-methylpiperazin-1-yl)-4,5-dihydro-1H-imidazol-1-yl)propan